C1(CCC1)N1C(N(C2=C1C=C(C=C2)/C=N/N(C)C2=NS(C1=C2C=CC=C1)(=O)=O)COC(CCC)=O)=O [3-Cyclobutyl-5-[(E)-[(1,1-dioxo-1,2-benzothiazol-3-yl)-methyl-hydrazono]methyl]-2-oxo-benzimidazol-1-yl]methylbutanoat